C(\C=C/CCC)=O cis-hexenal